(R)-(1-((4-((2-(6-(2-(diisopropylcarbamoyl)-4-fluorophenoxy)-1,2,4-trioxazin-5-yl)-2,7-diazaspiro[3.5]nonan-7-yl)methyl)piperidin-1-yl)sulfonyl)piperidin-3-yl)carbamate C(C)(C)N(C(=O)C1=C(OC2=C(ONOO2)N2CC3(C2)CCN(CC3)CC3CCN(CC3)S(=O)(=O)N3C[C@@H](CCC3)NC([O-])=O)C=CC(=C1)F)C(C)C